[Cl-].C(CCC(C)C)C=1NC=C[N+]1C i-hexyl-3-methylimidazolium chloride